N12C(CCC(C1)C2)C(=O)O azabicyclo[3.1.1]heptane-2-carboxylic acid